3,4-biphenyl tert-butyl-(S)-2-((trifluoromethoxy)methyl)indoline-1-carboxylate C(C)(C)(C)OC(=O)N1[C@@H](CC2=CC=CC=C12)COC(F)(F)F.C1=CC(=CC=C1)C1=CC=CC=C1